FC1=C(C=C(C=C1)NC(=O)C1=C(N(C(=C1C)C(C(=O)NC1=NN(C=C1)CCO)=O)C)C)C N-(4-fluoro-3-methylphenyl)-5-(2-((1-(2-hydroxyethyl)-1H-pyrazol-3-yl)amino)-2-oxoacetyl)-1,2,4-trimethyl-1H-pyrrole-3-carboxamide